tert-butyl 4-(3-(4,4,5,5-tetramethyl-1,3,2-dioxaborolan-2-yl)phenyl)piperidine-1-carboxylate CC1(OB(OC1(C)C)C=1C=C(C=CC1)C1CCN(CC1)C(=O)OC(C)(C)C)C